FC1=CC=C(C=C1)C(C(=O)C1=CC=CC=C1)CC(=O)C1=CC=CC=C1 2-(4-fluorophenyl)-1,4-diphenyl-butane-1,4-dione